FC1=C2C(C(=C(OC2=CC=C1)[C@@H](C)O)C1=CC(=CC=C1)F)=O (R)-5-fluoro-3-(3-fluorophenyl)-2-(1-hydroxyethyl)-4H-chromen-4-one